OCCCNCC(C(C(C(CO)O)O)O)O 6-(3-hydroxypropyl-amino)hexane-1,2,3,4,5-pentol